C(CCC(=O)[O-])(=O)OCCCCOC(CCC(=O)[O-])=O butylene disuccinate